tert-butyl (S)-4-(6-fluoro-1-(2-isopropyl-4-methylpyridin-3-yl)-7-(2-(methylthio) pyridin-3-yl)-2-oxo-1,2-dihydropyrido[2,3-d]pyrimidin-4-yl)-3-methylpiperazine-1-carboxylate FC1=CC2=C(N(C(N=C2N2[C@H](CN(CC2)C(=O)OC(C)(C)C)C)=O)C=2C(=NC=CC2C)C(C)C)N=C1C=1C(=NC=CC1)SC